1H-indol-4-yl-boric acid N1C=CC2=C(C=CC=C12)OB(O)O